5-(4-fluorophenyl)-4-hydroxypyridine-3-carboxamide FC1=CC=C(C=C1)C=1C(=C(C=NC1)C(=O)N)O